CC1=CSC=2C3(N(C(C21)=O)C)CC3 3',5'-dimethylspiro[cyclopropane-1,6'-thieno[2,3-c]pyrrole]-4'(5'h)-one